OC1=C(C=CC(=C1)OCCCC)C1=NC(=NC(=N1)C1=C(C=C(C=C1)OCCCC)O)C1=C(C=C(C=C1)OCCCC)OCCCC 2,4-bis(2-hydroxy-4-butyloxyphenyl)-6-(2,4-bis-butyloxyphenyl)-s-triazine